6-methyl-3,4-epoxycyclohexanecarboxylate CC1CC2C(CC1C(=O)[O-])O2